tetramethyldisilylene(3-methyl-cyclopentadienyl)(2-methyl-4-phenyl-1,5,6,7-tetrahydro-s-indacenyl)zirconium (IV) C[Zr-6](C1C(=CC2=C(C=3CCCC3C=C12)C1=CC=CC=C1)C)(C1C=C(C=C1)C)(=[SiH2])(=[SiH2])(C)(C)C